chloro-N-(1-methyl-1H-pyrazol-5-yl)pyrimidin-2-amine ClC1=NC(=NC=C1)NC1=CC=NN1C